6-Chloro-9-(1-chlorododecan-3-yl)-9H-purine ClC1=C2N=CN(C2=NC=N1)C(CCCl)CCCCCCCCC